FC(OC1CCC2=CC=CC=C12)(F)F trifluoromethoxyindane